F[C@@H]1CN(CC[C@H]1NC1=NN2C(C=N1)=CC=C2C2=NC=CC=C2)S(=O)(=O)C N-((3R,4R)-3-fluoro-1-(methylsulfonyl)piperidin-4-yl)-7-(pyridin-2-yl)pyrrolo[2,1-f][1,2,4]triazin-2-amine